N-[5-(2,2-difluoroethyl)-4,6-dimethoxy-pyrimidin-2-yl]-7-(6,7-dihydro-5H-pyrrolo[1,2-c]imidazol-3-yl)-1H-indole-3-sulfonamide FC(CC=1C(=NC(=NC1OC)NS(=O)(=O)C1=CNC2=C(C=CC=C12)C1=NC=C2N1CCC2)OC)F